(R)-2-(2,4-difluorophenyl)-6-methyl-8-(1-((2-(2,2,2-trifluoroacetyl)phenyl)amino)ethyl)-4H-chromen-4-one FC1=C(C=CC(=C1)F)C=1OC2=C(C=C(C=C2C(C1)=O)C)[C@@H](C)NC1=C(C=CC=C1)C(C(F)(F)F)=O